C(CCCCCCC)C(CCCCCCCC)OC(CCCCCCCOC(=O)[C@H]1N(CC(C1)OC(CCN(C)C)=O)CCCCCC(OCCCCCCCCCCC)=O)=O (2S)-4-[3-(dimethylamino)propionyloxy]-1-(6-oxo-6-undecoxy-hexyl)pyrrolidine-2-carboxylic acid [8-(1-octylnonyloxy)-8-oxo-octyl] ester